(1R,2R)-2-[[5-[5-fluoro-2-[(1-methylsulfonyl-4-piperidyl)amino]pyrimidin-4-yl]-4-(trifluoromethyl)thiazol-2-yl]amino]cyclopentanol FC=1C(=NC(=NC1)NC1CCN(CC1)S(=O)(=O)C)C1=C(N=C(S1)N[C@H]1[C@@H](CCC1)O)C(F)(F)F